CCC(CCCCCCCCCC)C(=O)N tridecane-3-carboxamide